4-fluorophenyl-1-(2-(piperazin-1-yl)pyrimidin-5-yl)ethan-1-amine hydrochloride Cl.FC1=CC=C(C=C1)C(C)(N)C=1C=NC(=NC1)N1CCNCC1